(Z)-2-(5-fluoro-1-(4-(4-fluorophenoxy)benzylidene)-2-methyl-1H-inden-3-yl)-1-(4-(2-hydroxyethyl)piperazin-1-yl)ethan-1-one FC=1C=C2C(=C(/C(/C2=CC1)=C/C1=CC=C(C=C1)OC1=CC=C(C=C1)F)C)CC(=O)N1CCN(CC1)CCO